2-[2-(Aminomethyl)-7-oxo-4-(propan-2-yl)-6H,7H-thieno[2,3-d]pyridazin-6-yl]-N-(pyrimidin-2-yl)acetamide NCC1=CC2=C(C(N(N=C2C(C)C)CC(=O)NC2=NC=CC=N2)=O)S1